BrC1=NN(C=C1Br)CCOCCOCCOC 3,4-dibromo-1-(3,6,9-trioxadecyl)-pyrazole